CN(C=C(C#N)C=O)C trans-3-(dimethylamino)-2-formylacrylonitrile